(1R,2S,5S)-N-((S)-1-cyano-2-((S)-2-oxopyrrolidin-3-yl)ethyl)-6,6-dimethyl-3-azabicyclo[3.1.0]hexane-2-carboxamide C(#N)[C@H](C[C@H]1C(NCC1)=O)NC(=O)[C@@H]1[C@H]2C([C@H]2CN1)(C)C